CN(C1=CC(=CC=C1)N(C)C)C N1,N1,N3,N3-tetramethyl-1,3-benzenediamine